Dimethyl-[[methyl(3,3,3-trifluoropropyl)-λ3-silanyl]amino]silicon C[Si](N[Si](CCC(F)(F)F)C)C